C1(=CC=CC=C1)\C(\CCC(=O)OC)=C(\C1=CC=C(C=C1)OC(C(C)(C)C)=O)/C=1C=C2C=CN(C2=CC1)CCN1CCCCC1 methyl (Z)-4-phenyl-5-(1-(2-(piperidin-1-yl)ethyl)-1H-indol-5-yl)-5-(4-(pivaloyloxy)phenyl)pent-4-enoate